BrC=1C=C2C(NC(=NC2=CC1)C=O)=O 6-BROMO-4-OXO-3,4-DIHYDROQUINAZOLINE-2-CARBALDEHYDE